[Ni].C(C)[C@H]1[C@@H](NC(O1)=O)COC1=NC=CC=2C=C(C=3N(C12)C=CN3)C(=O)N 1-(((4S,5S)-5-ethyl-2-oxooxazolidin-4-yl)methoxy)imidazo[1,2-a][1,7]naphthyridine-6-carboxamide nickel